C(C)(C)(C)C([C@](C(=O)O)(N)C(C)(C)C)CC(=O)O.[C@H]12N(C[C@H](NC1)CC2)C2=NC(=NC1=C(C(=C(C=C21)Cl)C2=CC(=CC1=CC=CC=C21)O)F)N2CC(C2)N(C)C (S or R)-4-(4-((1R,4R)-2,5-diazabicyclo[2.2.2]oct-2-yl)-6-chloro-2-(3-(dimethylamino)azetidin-1-yl)-8-fluoroquinazolin-7-yl)naphthalen-2-ol ditert-butyl-(2S)-2-aminopentanedioate